C(C)(C)(C)OC(=O)N1CC(CC(C1)OC)C(=O)O (tert-butoxycarbonyl)-5-methoxypiperidin-3-carboxylic acid